C(C)(C)(C)OC(=O)N1CC2N(CC1)CCNC2=O 9-oxo-hexahydro-1H-pyrazino[1,2-a]pyrazine-2(6H)-carboxylic acid tert-butyl ester